cyclohexylmethyl-bis-(2-ethoxyethoxy)silane tert-Butyl-3-(3-((tert-butoxycarbonyl)(methyl)amino)-2-methylpyrazolo[1,5-a]pyrimidin-7-yl)piperidine-1-carboxylate C(C)(C)(C)OC(=O)N1CC(CCC1)C1=CC=NC=2N1N=C(C2N(C)C(=O)OC(C)(C)C)C.C2(CCCCC2)C[SiH](OCCOCC)OCCOCC